C(C1CO1)OC(C1=CC(=CC=C1)C=C)C α-methyl-3-vinylbenzyl glycidyl ether